ClC=1C(=NC=C(C1)C(F)(F)F)N1C(SC2=C1C=C(C=C2)OC(C(=O)N(C)C2=CC(=CC=C2)F)C)=O (3-(3-chloro-5-(trifluoromethyl)pyridin-2-yl)-2-oxo-2,3-dihydrobenzothiazol-5-yloxy)-N-(3-fluorophenyl)-N-methylpropanamide